2-((3-(3-chloro-6a,7,9,10-tetrahydrodipyrazino[2,3-b:1',2'-d][1,4]thiazin-8(6H)-yl)-2-hydroxy-3-oxopropoxy)methyl)azetidin ClC=1C=NC2=C(SCC3N2CCN(C3)C(C(COCC3NCC3)O)=O)N1